1-(Chloromethyl)-4-nitrobenzene ClCC1=CC=C(C=C1)[N+](=O)[O-]